CC(=C)CC(CCC(CC(C)C)(O)C)(O)C cis-2,4,7,9-tetramethyldecene-4,7-diol